iron n-decanolate C(CCCCCCCCC)[O-].[Fe+2].C(CCCCCCCCC)[O-]